[N+](=O)([O-])C=1C(=CC2=C(OC3=C2C=CC=C3)C1)C(C)O 1-(3-nitrodibenzofuran-2-yl)-ethanol